ClC1=C(C(=O)N2CCN(CC2)C(=O)[C@H]2N(C[C@@H](C2)O)C(=O)OC(C)(C)C)C=CC(=C1)NC=1C=2N(C=CN1)C(=CN2)C2=C(C(=C(C=C2)OCC#N)F)Cl tert-butyl (2S,4R)-2-[4-[2-chloro-4-[[3-[2-chloro-4-(cyanomethoxy)-3-fluoro-phenyl]imidazo[1,2-a]pyrazin-8-yl]amino]benzoyl]piperazine-1-carbonyl]-4-hydroxy-pyrrolidine-1-carboxylate